5-(methylamino)-2-(2,3,5-trichlorophenyl)oxazole CNC1=CN=C(O1)C1=C(C(=CC(=C1)Cl)Cl)Cl